phenyl (3-(difluoromethoxy)-5-(2-morpholinoethoxy)phenyl)carbamate FC(OC=1C=C(C=C(C1)OCCN1CCOCC1)NC(OC1=CC=CC=C1)=O)F